C1=CC=CC2=C1N=C1C3=C4C=5C(=CC=C4N=C3C=3C(=C12)N=C1C=CC=CC13)N=C1C=CC=CC15 triindolocarbazole